C(CCC)C=C(C(=O)N)C n-butyl-methacrylamide